BrCC1=C2C=CN(C2=CC(=C1SC=1C=CC(=C(C#N)C1)F)F)S(=O)(=O)C1=CC=CC=C1 5-((4-(bromomethyl)-6-fluoro-1-(phenylsulfonyl)-1H-indol-5-yl)thio)-2-fluorobenzonitrile